B([O-])([O-])[O-].C1(=CC=CC=C1)C1(C(C(C(=C(C1F)F)F)([SH+](C1=C(C(=C(C(=C1F)F)F)F)F)(C1=C(C(=C(C(=C1F)F)F)F)F)C1=C(C(=C(C(=C1F)F)F)F)F)C1=CC=CC=C1)(F)C1=CC=CC=C1)F.C1(=CC=CC=C1)C1(C(C(C(=C(C1F)F)F)(C1=CC=CC=C1)[SH+](C1=C(C(=C(C(=C1F)F)F)F)F)(C1=C(C(=C(C(=C1F)F)F)F)F)C1=C(C(=C(C(=C1F)F)F)F)F)(C1=CC=CC=C1)F)F.C1(=CC=CC=C1)C1(C(C(C(=C(C1F)F)F)(C1=CC=CC=C1)[SH+](C1=C(C(=C(C(=C1F)F)F)F)F)(C1=C(C(=C(C(=C1F)F)F)F)F)C1=C(C(=C(C(=C1F)F)F)F)F)(C1=CC=CC=C1)F)F triphenyltetrakis(pentafluorophenyl)sulfonium borate